N5,N5-dimethyl-L-glutaminate CN(C(CC[C@H](N)C(=O)[O-])=O)C